ClC=1C(=C(C(=CC1)C(F)F)C1=CN=C(C(=N1)C(=O)NC=1C=NN(C1)CC=1C=NC(=C(C1)C)N1C([C@@H]2C[C@@H]2C1)=O)C)F 6-(3-chloro-6-(difluoromethyl)-2-fluorophenyl)-3-methyl-N-(1-((5-methyl-6-((1r,5s)-2-oxo-3-azabicyclo[3.1.0]hex-3-yl)pyridin-3-yl)methyl)-1H-pyrazol-4-yl)pyrazine-2-carboxamide